C(CCCCCCCCCCCCC)OCC(=O)O.C(CCCCCCCCCCCCC)OCC(=O)OC1=C(CC2=CC(=C(C=C12)OC)OC)CC1CCN(CC1)CC1=CC=CC=C1 2-((1-benzylpiperidin-4-yl) methyl)-5,6-dimethoxy-1H-inden-3-yl 2-(tetradecyloxy)acetate (tetradecyloxy)acetate